((1r,3r)-3-(4-fluoro-3-(trifluoromethoxy)phenoxy)cyclobutyl)carbamic acid tert-butyl ester C(C)(C)(C)OC(NC1CC(C1)OC1=CC(=C(C=C1)F)OC(F)(F)F)=O